5-(dibenzo[b,d]thiophen-4-yl)-1-(4,6-diphenyl-1,3,5-triazin-2-yl)-1H-indole C1=CC=C(C=2SC3=C(C21)C=CC=C3)C=3C=C2C=CN(C2=CC3)C3=NC(=NC(=N3)C3=CC=CC=C3)C3=CC=CC=C3